Racemic-N-(8-fluoro-6-oxo-1,4,5,6-tetrahydro-2H-pyrano[3,4-c]isoquinolin-1-yl)-N-methylbenzo[d]thiazole-5-carboxamide FC=1C=CC=2C3=C(NC(C2C1)=O)COC[C@@H]3N(C(=O)C=3C=CC1=C(N=CS1)C3)C |r|